C(C)(C)C1=NOC(=N1)N1CCC(CC1)CO (1-(3-isopropyl-1,2,4-oxadiazol-5-yl)piperidin-4-yl)methanol